NC1C(CC1)O 2-Aminocyclobutanol